glycerol, cerium salt [Ce].OCC(O)CO